Cl.Cl.N1CC(C1)CN(CCOC)C1CC1 N-(azetidin-3-ylmethyl)-N-(2-methoxyethyl)cyclopropylamine dihydrochloride